CN1N=C(C(=C1C)C=1N(N=C2[C@@H](NCCC21)C)C)C(F)(F)F (S)-3-(1,5-dimethyl-3-(trifluoromethyl)-1H-pyrazol-4-yl)-2,7-dimethyl-4,5,6,7-tetrahydro-2H-pyrazolo[3,4-c]Pyridine